2-[4-(2-amino-1,6-dimethyl-benzimidazol-4-yl)-2-methyl-pyrazol-3-yl]benzonitrile NC1=NC2=C(N1C)C=C(C=C2C2=C(N(N=C2)C)C2=C(C#N)C=CC=C2)C